2-((3-chlorophenethyl)amino)pyrimidine-5-carbohydrazide ClC=1C=C(CCNC2=NC=C(C=N2)C(=O)NN)C=CC1